FC1CCN(CC1)C1=NC(=CC(=C1)C=1OC(=NN1)C1=C(C=C(C=C1)I)N1CCC2(CC2)CC1)C 2-(2-(4-fluoropiperidin-1-yl)-6-methylpyridin-4-yl)-5-(4-iodo-2-(6-azaspiro[2.5]octan-6-yl)phenyl)-1,3,4-oxadiazole